CC1=CC=C(C=C1)S(=O)(=O)OC=1C2=C(N=C(N1)OC[C@]13CCCN3C[C@@H](C1)F)CN(CC2)C2=CC(=CC1=CC=C(C(=C21)CC)F)O 7-(8-ethyl-7-fluoro-3-hydroxynaphthalen-1-yl)-2-(((2R,7aS)-2-fluorohexahydro-1H-pyrrolizin-7a-yl)methoxy)-5,6,7,8-tetrahydropyrido[3,4-d]pyrimidin-4-yl 4-methylbenzenesulfonate